cyclopentadienyliron(II) hexafluoroantimonate F[Sb-](F)(F)(F)(F)F.C1(C=CC=C1)[Fe+]